2-(3-chlorophenyl)-2,2-difluoro-1-phenylethyl (1-(((S)-4-(ethylamino)-3,4-dioxo-1-((S)-2-oxopyrrolidin-3-yl)butan-2-yl) amino)-3-(1-methylcyclobutyl)-1-oxopropan-2-yl)carbamate C(C)NC(C([C@H](C[C@H]1C(NCC1)=O)NC(C(CC1(CCC1)C)NC(OC(C(F)(F)C1=CC(=CC=C1)Cl)C1=CC=CC=C1)=O)=O)=O)=O